S(CCC(=O)OCCCCCCCCCCCCCCCCCC)CCC(=O)OCCCCCCCCCCCCCCCCCC bis-stearyl 3,3'-thiodipropionate